3-[3-methyl-5-(4-{methyl[(3S)-pyrrolidin-3-ylmethyl]amino}piperidin-1-yl)-2-oxo-1,3-benzodiazol-1-yl]piperidine-2,6-dione CN1C(N(C2=C1C=C(C=C2)N2CCC(CC2)N(C[C@@H]2CNCC2)C)C2C(NC(CC2)=O)=O)=O